4-(2-(2-(2-isopropylphenyl)4-((4-methyl-3,4-dihydro-2H-benzo[b][1,4]oxazin-5-yl)methyl)piperazin-1-yl)-7-azaspiro[3.5]nonan-7-yl)benzamide C(C)(C)C1=C(C=CC=C1)C1N(CCN(C1)CC1=CC=CC=2OCCN(C21)C)C2CC1(C2)CCN(CC1)C1=CC=C(C(=O)N)C=C1